N1(CCC1)C1=C(C(=NO1)C1=CC=C(C=C1)F)C(=O)NC=1C(=NC(=CC1)C=1C=NOC1)OC 5-(Azetidin-1-yl)-3-(4-fluorophenyl)-N-(6-isoxazol-4-yl-2-methoxy-3-pyridyl)isoxazole-4-carboxamide